NCC(=O)NCC(=O)NCC(=O)O glycylglycylglycine